CN1N=CN=C1C=1C=CC(=NC1)CN(C(=O)C1=CC2=NC(=C3C(=C2N1)COC3)NC(OC(C)(C)C)=O)[C@@H]3CCCC=1C=CC=NC31 tert-butyl (R)-(2-(((5-(1-methyl-1H-1,2,4-triazol-5-yl)pyridin-2-yl)methyl)(5,6,7,8-tetrahydroquinolin-8-yl)carbamoyl)-6,8-dihydro-1H-furo[3,4-d]pyrrolo[3,2-b]pyridin-5-yl)carbamate